O=C1N(CC2=CC(=CC=C12)OCCCCCC(N1CCN(CC1)C1=CC=CC=C1)=O)C1C(NC(CC1)=O)=O 3-(1-oxo-5-((6-oxo-6-(4-phenylpiperazin-1-yl)hexyl)oxy)isoindolin-2-yl)piperidine-2,6-dione